C(C)C(COC(CC)=O)CC propionic acid 2-ethylbutyl ester